ClC=1C=CC(=C(C1)C1=CC(=C(N=N1)SCCO)NC1=CC(=NC=C1)NC(=O)[C@@H]1C[C@H](C1)N1CCN(C2(CCC2)C1)C)F trans-N-(4-{[6-(5-chloro-2-fluorophenyl)-3-[(2-hydroxyethyl)sulfanyl]pyridazin-4-yl]amino}pyridin-2-yl)-3-{5-methyl-5,8-diazaspiro[3.5]nonan-8-yl}cyclobutane-1-carboxamide